C(C)C=1C(=CC=C2C=C(C=C(C12)C1=C(C=2N=C(N=CC2C=N1)OC[C@]12[C@H](N(CC(C1)(C)F)C)CCC2)F)O)F 7-(8-ethyl-7-fluoro-3-hydroxynaphthalen-1-yl)-8-fluoro-2-(((4aS,7aR)-3-fluoro-1,3-dimethyloctahydro-4aH-cyclopenta[b]pyridin-4a-yl)methoxy)pyrido[4,3-d]pyrimidin